C1(=CC=CC=C1)C1=CC(OC2=CC=CC=C12)=O 4-phenyl-2H-chromen-2-one